COCCNC1=CC=C(CCNC2=NC=3N(C(=N2)N)N=C(N3)C3=CC=CC=C3)C=C1 N5-(4-((2-methoxyethyl)amino)phenethyl)-2-phenyl-[1,2,4]triazolo[1,5-a][1,3,5]triazine-5,7-diamine